FC1=C2C=CNC2=CC(=C1OC=1C=CC(=C(C1)C=1OC=C(N1)[C@]1(COC2=C1C=CC=C2CC(=O)O)C)F)F (S)-2-(3-(2-(5-((4,6-difluoro-1H-indol-5-yl)oxy)-2-fluorophenyl)oxazol-4-yl)-3-methyl-2,3-dihydrobenzofuran-7-yl)acetic acid